N1=C(C(=CC=C1)C(=O)N1CCC(CC1)(C#N)CC1=CC(=CC=C1)F)C1=CC=NC=C1 1-{[2,4'-bipyridine]-3-carbonyl}-4-[(3-fluorophenyl)methyl]piperidine-4-carbonitrile